1-[(2R,3S,4R,5R)-4-[(tert-butyldimethylsilyl)oxy]-5-{[(tert-butyldimethylsilyl)oxy]methyl}-5-(2-chloroethyl)-3-fluorooxolan-2-yl]-5-fluoro-3H-pyrimidine-2,4-dione [Si](C)(C)(C(C)(C)C)O[C@H]1[C@@H]([C@@H](O[C@]1(CCCl)CO[Si](C)(C)C(C)(C)C)N1C(NC(C(=C1)F)=O)=O)F